5-[[(3,4-dimethylpyrimido[4',5':4,5]thieno[2,3-c]pyridazin-8-yl)amino]methyl]-2-fluoro-N-(3-hydroxy-1,2,2-trimethyl-propyl)benzamide CC1=C(C2=C(N=N1)SC1=C2N=CN=C1NCC=1C=CC(=C(C(=O)NC(C(CO)(C)C)C)C1)F)C